5-bromo-4-chloroindoline-2,3-dione BrC=1C(=C2C(C(NC2=CC1)=O)=O)Cl